(±)-2-(5-Chloropyrazin-2-yl)-3-cyclopropylpropionic acid ethyl ester C(C)OC([C@H](CC1CC1)C1=NC=C(N=C1)Cl)=O |r|